N-[(2S)-1-(2-fluoroethoxy)-3-methylbutan-2-yl]-5-(3-methoxyazetidin-1-yl)-6-[(oxetan-3-yl)methoxy]pyridine-2-carboxamide FCCOC[C@H](C(C)C)NC(=O)C1=NC(=C(C=C1)N1CC(C1)OC)OCC1COC1